C12CC(CC(CC1)N2)OC=2C=C1C(=NC=NC1=CC2)NC2=CC(=C(C=C2)OC2=CC=1N(C=N2)N=CN1)C 6-((exo-8-Azabicyclo[3.2.1]octan-3-yl)oxy)-N-(4-([1,2,4]triazolo[1,5-c]pyrimidin-7-yloxy)-3-methylphenyl)quinazolin-4-amine